azanediylbis(propane-3,1-diyl)ditetradecanoate TFA salt OC(=O)C(F)(F)F.N(CCCCCCCCCCCCCCCCC(=O)O)CCCCCCCCCCCCCCCCC(=O)O